N-[2-(1,3-benzodioxol-5-yl)ethyl]-2-[1-[(4-methylphenyl)methyl]-5-oxopyrrolidin-2-yl]acetamid O1COC2=C1C=CC(=C2)CCNC(CC2N(C(CC2)=O)CC2=CC=C(C=C2)C)=O